2-(1,1-dimethylethyl)cyclohexyl acrylate C(C=C)(=O)OC1C(CCCC1)C(C)(C)C